3-Chloro-4-fluorophenyl-5,6,9,10-tetrahydro-4H-isoxazolo[3,4-c]pyrido-[4',3':3,4]pyrazolo[1,5-a]azepine-11(2H)-carboxamide ClC=1C=C(C=CC1F)C=1ONC2=C3N(CCCC21)N=C2C3=CN(CC2)C(=O)N